ClC=1C(=C(NC=2C3=C(N=CN2)C=CC(=N3)N3CC2(CCN2C(=O)OC(C)(C)C)C3)C=CC1OC[C@@H]1OCCC1)F tert-butyl 6-[4-[3-chloro-2-fluoro-4-[[(2R)-tetrahydrofuran-2-yl]methoxy]anilino]pyrido[3,2-d]pyrimidin-6-yl]-1,6-diazaspiro[3.3]heptane-1-carboxylate